pentamethyl-divinyl-benzenetriamine CN(C1=C(C(=C(C(=C1N)C=C)C)C=C)N(C)C)C